6-nitro-2-(N,N-bis-tert-butoxycarbonylamino)-4,5-dihydro-1H-naphtho[1,2-d]imidazole [N+](=O)([O-])C1=C2CCC3=C(NC(=N3)N(C(=O)OC(C)(C)C)C(=O)OC(C)(C)C)C2=CC=C1